(6R)-6-({2-[1-(2-hydroxyethyl)-1H-pyrazol-4-yl][1,2,4]triazolo[1,5-c]quinazolin-5-yl}amino)-1,4-diazepin-5-one OCCN1N=CC(=C1)C1=NN2C(=NC=3C=CC=CC3C2=N1)NC=1C(N=CC=NC1)=O